[N+](=O)([O-])C1=CC=C(C(=O)OC2C[C@H]3COC[C@@H](C2)N3C(=O)OC(C)(C)C)C=C1 Tert-butyl (1R,5S,7r)-7-((4-nitrobenzoyl)oxy)-3-oxa-9-azabicyclo[3.3.1]nonane-9-carboxylate